2-methyl-4-(1H-pyrazolo[3,4-d]pyrimidin-4-yl)-benzylamid CC1=C(C[NH-])C=CC(=C1)C1=C2C(=NC=N1)NN=C2